N1N=CC(=C1)C1CN(CCN1)C1=NC(=NC=C1)C1=CN=C2N1C=C(N=C2)Br 3-(4-(3-(1H-Pyrazol-4-yl)piperazin-1-yl)pyrimidin-2-yl)-6-bromoimidazo[1,2-a]pyrazine